CN(C(CN1N=CC=2C1=NC(=CN2)C2=CC(=C(C(=C2)F)F)F)=O)C N,N-Dimethyl-2-[6-(3,4,5-trifluorophenyl)pyrazolo[3,4-b]pyrazin-1-yl]acetamide